Tetrahydro-pyran-4-carboxylic acid (8-bromo-2,3-dihydro-benzo[1,4]dioxin-2-ylmethyl)-amide BrC1=CC=CC2=C1OC(CO2)CNC(=O)C2CCOCC2